Cl.ClC1=C(C2=C(SC3=C2N=CN=C3N3CCCC3)N=C1C)C 8-chloro-7,9-dimethyl-4-pyrrolidin-1-yl-pyrido[3',2':4,5]thieno[3,2-d]pyrimidine hydrochloride